4-(2-(2-(3-(azepan-1-yl)prop-1-yn-1-yl)pyridin-4-yl)-2,8-diazaspiro[4.5]decan-8-yl)-6-chloropyridazin-3-amine N1(CCCCCC1)CC#CC1=NC=CC(=C1)N1CC2(CC1)CCN(CC2)C2=C(N=NC(=C2)Cl)N